N-((4,6-dimethyl-2-oxo-1,2-dihydropyridin-3-yl)methyl)-6-(6-methyl-7-oxo-6,7-dihydro-1H-pyrrolo[2,3-C]pyridin-4-yl)-1-(pentan-2-yl)-1H-indole-4-carboxamide CC1=C(C(NC(=C1)C)=O)CNC(=O)C=1C=2C=CN(C2C=C(C1)C=1C2=C(C(N(C1)C)=O)NC=C2)C(C)CCC